[N+](=O)([O-])C1=CC=C(C=C1)NC1=CN=CC2=CC=CC=C12 N-(4-nitrophenyl)isoquinolin-4-amine